(1S,3S)-3-((2-amino-7-bromo-3-fluoroquinolin-4-yl)amino)cyclopentan-1-ol NC1=NC2=CC(=CC=C2C(=C1F)N[C@@H]1C[C@H](CC1)O)Br